C1(CC1)C=1C=C(C(=NC1)C=1OC2=C(N1)C=C(C=C2)S(=O)(=O)C(F)(F)F)S(=O)(=N)CC [5-cyclopropyl-2-[5-(trifluoromethylsulfonyl)-1,3-benzoxazol-2-yl]-3-pyridyl]-ethyl-imino-oxo-λ6-sulfane